ClC1=C(C=C2C(C(=CN(C2=C1)C1CC1)C(=O)NC1CCN(CC1)CCCOC1=CC(=C(C=C1)Cl)F)=O)F 7-chloro-N-(1-(3-(4-chloro-3-fluorophenoxy)propyl)piperidin-4-yl)-1-cyclopropyl-6-fluoro-4-oxo-1,4-dihydroquinoline-3-carboxamide